3-(4-(2,5-diazabicyclo[2.2.1]heptan-2-yl)-6-fluoro-1-oxoisoindolin-2-yl)piperidine-2,6-dione C12N(CC(NC1)C2)C2=C1CN(C(C1=CC(=C2)F)=O)C2C(NC(CC2)=O)=O